C1(=CC=CC=C1)S(=O)(=O)[O-].O(C1=CC=CC=C1)P1=NP=NP=N1.[K+] potassium phenoxycyclotriphosphazene benzenesulfonate